methyl (7-(butylamino)-1-((4-methoxy-6-(piperidin-4-yl)pyridin-3-yl)methyl)-1H-pyrazolo[4,3-d]pyrimidin-5-yl)carbamate hydrochloride Cl.C(CCC)NC=1C2=C(N=C(N1)NC(OC)=O)C=NN2CC=2C=NC(=CC2OC)C2CCNCC2